2-(2-aminoethyl)-4-tert-butyl-5-(trifluoromethyl)-1,2,4-triazol-3-one NCCN1N=C(N(C1=O)C(C)(C)C)C(F)(F)F